OCC1(CC1)C(=O)C=1N=C2N(N1)[C@@H](C[C@@H]2F)C2=CC=CC=C2 [1-(hydroxymethyl)cyclopropyl]-[(5S,7S)-7-fluoro-5-phenyl-6,7-dihydro-5H-pyrrolo[1,2-b][1,2,4]triazol-2-yl]methanone